CC1=CC(=NC=C1C=1C=NC2=C3C(=NC=C2C1)NC=C3)C(CC)=O 1-(4-methyl-5-{7H-pyrrolo[2,3-h]1,6-naphthyridin-3-yl}pyridin-2-yl)propan-1-one